CC1=C(C(=O)C(=O)O)C=CC(=C1)C 2,4-dimethylbenzoyl-formic acid